(R)-tert-butyl (3-(N-((8-fluoro-1,2,3,5,6,7-hexahydro-s-indacen-4-yl)carbamoyl)sulfamoyl)-6,7-dihydro-5H-pyrazolo[5,1-b][1,3]oxazin-6-yl)(methyl)carbamate FC=1C=2CCCC2C(=C2CCCC12)NC(=O)NS(=O)(=O)C=1C=NN2C1OC[C@@H](C2)N(C(OC(C)(C)C)=O)C